C12CC(CC2C1)C1=NC2=NC=NC(=C2N1)C(=O)NCC1=CC(=CC(=C1)C=1C=NN(C1)C)F 8-(Bicyclo[3.1.0]hexane-3-yl)-N-(3-fluoro-5-(1-methyl-1H-pyrazol-4-yl)benzyl)-7H-purine-6-carboxamide